C(#N)C1=CN(C2=CC=C(C=C12)N1N=CC(=N1)C(=O)[O-])C(C)C 2-(3-cyano-1-isopropyl-1H-indol-5-yl)-2H-1,2,3-triazole-4-carboxylate